[Si](C)(C)(C(C)(C)C)OC1=CC=C(C=C1)[C@@H]1CCCN2C1=NS(CC2)(=O)=O (9S)-9-(4-((tert-butyldimethylsilyl)oxy)phenyl)-3,4,6,7,8,9-hexahydropyrido[2,1-c][1,2,4]thiadiazine 2,2-dioxide